C(CCCCCCCCCCCCCCCCCCC)OCC(O)COP(=O)(O)OCCN 1-Eicosyl-glycero-3-phosphoethanolamine